(S)-quinuclidin-3-yl (7-(4-propoxyphenyl)-1,2,3,4-tetrahydronaphthalen-1-yl)carbamate C(CC)OC1=CC=C(C=C1)C1=CC=C2CCCC(C2=C1)NC(O[C@@H]1CN2CCC1CC2)=O